2-(4-Fluoro-3-methylphenyl)pyridin FC1=C(C=C(C=C1)C1=NC=CC=C1)C